(4R)-1-(2,4-difluorophenyl)-N-((S)-1-hydroxy-3,3-dimethylbutan-2-yl)-7-isopropyl-4-methyl-4,5,6,7-tetrahydro-1H-indazole-3-carboxamide FC1=C(C=CC(=C1)F)N1N=C(C=2[C@@H](CCC(C12)C(C)C)C)C(=O)N[C@H](CO)C(C)(C)C